tert-Butyl 4-((2-(2-(3-benzylureido)phenyl)benzofuran-6-yl)methyl)piperazine-1-carboxylate C(C1=CC=CC=C1)NC(NC1=C(C=CC=C1)C=1OC2=C(C1)C=CC(=C2)CN2CCN(CC2)C(=O)OC(C)(C)C)=O